perfluoro(3,6-dioxo-1-octene) FC(=C(C(C(C(C(C(C(F)(F)F)(F)F)=O)(F)F)(F)F)=O)F)F